6-chloro-3-((3-methoxyphenyl)thio)-1H-pyrrolo[2,3-b]Pyridine ClC1=CC=C2C(=N1)NC=C2SC2=CC(=CC=C2)OC